3-(3-amino-2-fluoro-phenyl)-1-methyl-1H-pyrazolo[3,4-d]pyrimidin-4-ylamine NC=1C(=C(C=CC1)C1=NN(C2=NC=NC(=C21)N)C)F